hexadecyl-allyl-succinic acid C(CCCCCCCCCCCCCCC)C(C(=O)O)(CC(=O)O)CC=C